C/C=C/CCCC/C=C/CCC(=O)O 10-dodecadienoic acid